FC1(CN(C[C@@H](C1)C=1C(=NC(=CC1)C=1N=NN(C1CN1C(C=CC(=C1)CCC)=O)C)C)CC(=O)OCC)F |o1:5| ethyl (S) or (R)-2-(3,3-difluoro-5-(2-methyl-6-(1-methyl-5-((2-oxo-5-propylpyridin-1(2H)-yl)methyl)-1H-1,2,3-triazol-4-yl)pyridin-3-yl)piperidin-1-yl)acetate